(hydroxymethyl)indoline-3-carboxylic acid OCN1CC(C2=CC=CC=C12)C(=O)O